C(C=C)(=O)N1CCN(CC1)C1=NC(N2C3=C(C(=C(C=C13)Cl)C1=C(C=CC=C1O)F)OC[C@H]2CO)=O (3R,10S)-7-(4-acryloylpiperazin-1-yl)-9-chloro-10-(2-fluoro-6-hydroxyphenyl)-3-(hydroxymethyl)-2H-[1,4]oxazino[2,3,4-ij]quinazolin-5(3H)-one